2-(7-(3,5-dimethylphenyl)thieno[2,3-c]pyridin-2-yl)-4,6-difluorobenzaldehyde CC=1C=C(C=C(C1)C)C=1N=CC=C2C1SC(=C2)C2=C(C=O)C(=CC(=C2)F)F